BrC1=CC=C(OC(OP(=O)=N[C@@H](C)C(=O)[O-])[C@]2(O[C@H](C=C2)N2C(NC(C(=C2)C)=O)=O)C#C)C=C1 (((4-bromophenoxy) ((2R,5R)-2-ethynyl-5-(5-methyl-2,4-dioxo-3,4-dihydropyrimidin-1(2H)-yl)-2,5-dihydrofuran-2-yl) methoxy) phosphoryl)-L-alaninate